2-(3-Bromo-4-hydroxyphenyl)-2-(2,3-dimethyl-1H-indol-6-yl)-2-phenylacetonitrile BrC=1C=C(C=CC1O)C(C#N)(C1=CC=CC=C1)C1=CC=C2C(=C(NC2=C1)C)C